tert-butyl 4-(4-chloro-6-(trifluoromethoxy)quinoline-3-carbonyl)piperazine-1-carboxylate ClC1=C(C=NC2=CC=C(C=C12)OC(F)(F)F)C(=O)N1CCN(CC1)C(=O)OC(C)(C)C